3,5-bis(dicarboxyphenyl)-4,4'-bipyridine dichloride [Cl-].[Cl-].C(=O)(O)C=1C(=C(C=CC1)C=1C=NC=C(C1C1=CC=NC=C1)C1=C(C(=CC=C1)C(=O)O)C(=O)O)C(=O)O